C(C1=CC=CC=C1)SCC(C)(O)C 1-(benzylthio)-2-methylpropan-2-ol